COCCNC(=O)C1=CC2=C(N(C(=N2)NC=2SC3=C(N2)C=CC(=C3)OC(F)(F)F)C3CCN(CC3)C)C=C1 N-(2-methoxyethyl)-1-(1-methylpiperidin-4-yl)-2-((6-(trifluoromethoxy)benzo[d]thiazol-2-yl)amino)-1H-benzo[d]imidazole-5-carboxamide